ClC1=C(C(=CC=C1)C(F)(F)F)C=1OC=2N=C(N=CC2N1)N1CCC2(CC1)[C@@H](C1=CC=CC=C1C2)N (S)-1'-(2-(2-chloro-6-(trifluoromethyl)phenyl)oxazolo[5,4-d]pyrimidin-5-yl)-1,3-dihydrospiro[inden-2,4'-piperidin]-1-amine